5-chloro-3-(3-methylmorpholinyl)-1-(piperidin-4-yl)pyrazin-2(1H)-one ClC=1N=C(C(N(C1)C1CCNCC1)=O)N1C(COCC1)C